C1(CC1)COC1=C(C=C(C=C1F)F)CNC(=O)C=1C(=NC(=C(C1)C=1C=CC=2N(N1)C=C(N2)NC(C)=O)C)C N-{[2-(cyclopropylmethoxy)-3,5-difluorophenyl]methyl}-5-{2-acetamidoimidazo[1,2-b]pyridazin-6-yl}-2,6-dimethylpyridine-3-carboxamide